FC1=CC=C(C=C1)C=1C(=NC2=CC(=CC(=C2C1)C(C)O)C)C=1OC=CN1 1-(3-(4-fluorophenyl)-7-methyl-2-(oxazol-2-yl)quinolin-5-yl)ethan-1-ol